C(C)(C)(C)OC(NC12CC(C1)(C2)N2C(C1=CC=C(C=C1C2=O)[N+](=O)[O-])=O)=O (3-(5-nitro-1,3-diketo-isoindolin-2-yl)bicyclo[1.1.1]pent-1-yl)carbamic acid tert-butyl ester